2-[(3R)-3-({6,7-dimethoxy-1H,2H,3H-cyclopenta[b]quinolin-9-yl}amino)azepan-1-yl]ethan-1-ol COC=1C(=CC=2C(=C3C(=NC2C1)CCC3)N[C@H]3CN(CCCC3)CCO)OC